(R)-(5-(6-methylpyridin-2-yl)-1,3,4-oxadiazol-2-yl)(4-(7-(trifluoromethyl)pyrazolo[1,5-a]pyridin-2-yl)-6,7-dihydro-1H-imidazo[4,5-c]pyridin-5(4H)-yl)methanone CC1=CC=CC(=N1)C1=NN=C(O1)C(=O)N1[C@H](C2=C(CC1)NC=N2)C2=NN1C(C=CC=C1C(F)(F)F)=C2